4-[[(2R,3S,4S,5R)-3-[3,4-difluoro-2-(trideuteriomethoxy)phenyl]-4,5-dimethyl-5-(trifluoromethyl)tetrahydrofuran-2-carbonyl]amino]pyridine-2-carboxamide FC=1C(=C(C=CC1F)[C@H]1[C@@H](O[C@]([C@H]1C)(C(F)(F)F)C)C(=O)NC1=CC(=NC=C1)C(=O)N)OC([2H])([2H])[2H]